2-(2,6-dioxopiperidin-3-yl)-5-(piperidin-4-yloxy)isoindole-1,3-dione hydrochloride Cl.O=C1NC(CCC1N1C(C2=CC=C(C=C2C1=O)OC1CCNCC1)=O)=O